3-isopropyl-2-(2-methoxypyridin-4-yl)-5-(piperidin-4-yl)-1H-indole C(C)(C)C1=C(NC2=CC=C(C=C12)C1CCNCC1)C1=CC(=NC=C1)OC